[F-].B(O)(O)O.C(CC(=O)O)(=O)O.C(CC(=O)O)(=O)O.[Li+] lithium bis(malonate) borate fluoride